FC(C1=CC=C(C=C1)CC1=CC(=NN1)C(=O)OCC)(F)F Ethyl 5-[[4-(trifluoromethyl)phenyl]methyl]-1H-pyrazole-3-carboxylate